2,2,6,6,10,10-hexamethyl-4,8-dioxa-1,1-undecanediol CC(C(O)O)(COCC(COCC(C)(C)C)(C)C)C